ClC=1C=C(C=CC1)N1N=C(C(=C1)/C=C/C(=O)N[C@@H](CC1=CNC2=CC=CC=C12)C(=O)O)C1=CC=C(C=C1)N1CCOCC1 (E)-(3-(1-(3-chlorophenyl)-3-(4-morpholinophenyl)-1H-pyrazol-4-yl)acryloyl)-L-tryptophan